C1CCC2=C(C=3CCCC3C=C12)NC(=O)NCC(=O)OC methyl 2-{[(1,2,3,5,6,7-hexahydro-s-indacen-4-yl)carbamoyl]amino}acetate